chloro-6,7-difluoro-1H-indole-2-carboxamide ClN1C(=CC2=CC=C(C(=C12)F)F)C(=O)N